OCCN1C(CCC1)=O 1-(2-hydroxyethyl)-pyrrolidone